1-methyl-6-(((6-(3-methylpiperazin-1-yl)pyridin-2-yl)oxy)methyl)-1H-indazole CN1N=CC2=CC=C(C=C12)COC1=NC(=CC=C1)N1CC(NCC1)C